ethyl 1H-tetrazole-5-acetate N1N=NN=C1CC(=O)OCC